BrC1=CC=C2C(=CC(=NC2=C1)C=1SC=CC1)Cl 7-bromo-4-chloro-2-(thiophen-2-yl)quinoline